NC=1C=C(OC[C@]2([C@@H](C2)C(=O)OC)F)C=C(C1)OC cis-methyl 2-((3-amino-5-methoxyphenoxy) methyl)-2-fluorocyclopropane-carboxylate